ethyl 5-((furan-2-ylmethyl) amino)-8-phenylimidazo[1,5-c]pyrimidine-1-carboxylate O1C(=CC=C1)CNC1=NC=C(C=2N1C=NC2C(=O)OCC)C2=CC=CC=C2